CC(C#CC=1C=C(C=C2C(=NNC12)N)C1=CC(=NC=C1)NCCCOC)(C)C 7-(3,3-Dimethylbut-1-yn-1-yl)-5-(2-((3-methoxypropyl)amino)pyridin-4-yl)-1H-indazol-3-amine